2-allyl-6-(1-methyl-1H-1,3-benzimidazol-5-ylamino)-1-[6-(4-piperidyloxy)-2-pyridyl]-1,2-dihydro-3H-1,2,5,7-tetraazainden-3-one C(C=C)N1N(C2=NC(=NC=C2C1=O)NC1=CC2=C(N(C=N2)C)C=C1)C1=NC(=CC=C1)OC1CCNCC1